4-allylsulfonylthiotetrahydrothiophene-1,1-dioxide C(C=C)S(=O)(=O)SC1CCS(C1)(=O)=O